C(C)OC(=O)C=1C(N(C(NC1)=O)C1=CC=C(C=C1)C)=O 3-(4-Methylphenyl)-2,4-dioxo-1,2,3,4-tetrahydropyrimidine-5-carboxylic acid ethyl ester